C(C1=CC=CC=C1)[SH+]CC1=CC=C(C=C1)O.FC(S(=O)(=O)[O-])(F)F trifluoromethanesulfonic acid benzyl-(4-hydroxyphenyl)methylsulfonium salt